6-((4-(6-bromo-1-(tetrahydro-2H-pyran-2-yl)-1H-indazol-4-yl)-1H-1,2,3-triazol-1-yl)methyl)-2-(hydroxymethyl)-1H-indole-1-carboxylic acid tert-butyl ester C(C)(C)(C)OC(=O)N1C(=CC2=CC=C(C=C12)CN1N=NC(=C1)C1=C2C=NN(C2=CC(=C1)Br)C1OCCCC1)CO